C(#C)C1=NNC2=NC=C(C=C21)OCC=2C(=C(C=CC2F)NS(=O)(=O)C=2C(=NC=C(C2)F)OC)F N-[3-[([3-ethynyl-1H-pyrazolo[3,4-b]pyridin-5-yl]oxy)methyl]-2,4-difluorophenyl]-5-fluoro-2-methoxypyridine-3-sulfonamide